C1(CCC1)C=1C(=NN(C1NC(O[C@H](C)C1CCC1)=O)C)C1CC(C1)(F)F (R)-1-cyclobutylethyl (4-cyclobutyl-3-(3,3-difluorocyclobutyl)-1-methyl-1H-pyrazol-5-yl)carbamate